C(C)OC(CCNC=1N=C(C2=C(N1)N=C(C=C2C)C)N)OCC N2-(3,3-diethoxypropyl)-5,7-dimethylpyrido[2,3-d]pyrimidine-2,4-diamine